4,5-bis(3,5-dicarboxyphenoxy)phthalic acid C(=O)(O)C=1C=C(OC=2C=C(C(C(=O)O)=CC2OC2=CC(=CC(=C2)C(=O)O)C(=O)O)C(=O)O)C=C(C1)C(=O)O